The molecule is an acyl-CoA that results from the formal condensation of the thiol group of coenzyme A with the carboxy group of glycine betaine. It has a role as a bacterial metabolite. It is an acyl-CoA and a quaternary ammonium ion. It derives from a glycine betaine. It is a conjugate acid of a N,N,N-trimethylglycyl-CoA(3-). CC(C)(COP(=O)(O)OP(=O)(O)OC[C@@H]1[C@H]([C@H]([C@@H](O1)N2C=NC3=C(N=CN=C32)N)O)OP(=O)(O)O)[C@H](C(=O)NCCC(=O)NCCSC(=O)C[N+](C)(C)C)O